6-[8-(2-cyanoallylamino)-7-methoxy-2-naphthyl]-N-tetrahydropyran-4-yl-pyridine-2-carboxamide C(#N)C(CNC=1C(=CC=C2C=CC(=CC12)C1=CC=CC(=N1)C(=O)NC1CCOCC1)OC)=C